OC[C@H]1OC[C@H](O1)N1C(=O)NC(=O)C(=C1)I (2S,4S)-1-[2-(hydroxymethyl)-1,3-dioxolan-4-yl]-5-iodouracil